C1(=CC=CC=C1)C1=CC=2C(=NC=CC2NC(=O)C2CCC(CC2)C(C)NC(OC(C)(C)C)=O)N1COCC[Si](C)(C)C tert-butyl (1-((1r,4r)-4-((2-phenyl-1-((2-(trimethylsilyl)-ethoxy)methyl)-1H-pyrrolo[2,3-b]pyridin-4-yl)carbamoyl)cyclohexyl)ethyl)carbamate